2-((4-Amino-3-(4-hydroxyphenyl)-1H-pyrazolo[3,4-d]pyrimidin-1-yl)methyl)-3-(2-methoxyphenethyl)-5-(6-morpholino-6-oxohex-1-yn-1-yl)quinazolin-4(3H)-one NC1=C2C(=NC=N1)N(N=C2C2=CC=C(C=C2)O)CC2=NC1=CC=CC(=C1C(N2CCC2=C(C=CC=C2)OC)=O)C#CCCCC(=O)N2CCOCC2